tert-butyl 9-[(4R)-1-benzyl-3,3-difluoropiperidin-4-yl]-3,9-diazaspiro[5.5]undecane-3-carboxylate C(C1=CC=CC=C1)N1CC([C@@H](CC1)N1CCC2(CCN(CC2)C(=O)OC(C)(C)C)CC1)(F)F